C(C1=CC=CC=C1)NC(CC(F)(F)F)=O N-benzyl-3,3,3-trifluoropropionamide